((S)-7-hydroxy-7-methyl-6,7-dihydro-5H-pyrrolo[1,2-a]imidazol-2-yl)-2-(((S)-1,1,1-trifluoropropan-2-yl)oxy)benzamide O[C@]1(CCN2C1=NC(=C2)C=2C(=C(C(=O)N)C=CC2)O[C@H](C(F)(F)F)C)C